CNC(CC1=CC=CC=C1)CC methyl-α-ethylphenylethylamine